1-(2-fluoro-5-propyl-phenyl)-2-(5-methyl-1,3,4-oxadiazol-2-yl)ethanol FC1=C(C=C(C=C1)CCC)C(CC=1OC(=NN1)C)O